(S)-tert-butyl 4-(5-(9-chloro-3-ethyl-10-oxo-10H-chromeno[3,2-b]pyridin-4-yl)pyridin-2-yl)-2-methylpiperazine-1-carboxylate ClC=1C=2C(C3=NC=C(C(=C3OC2C=CC1)C=1C=CC(=NC1)N1C[C@@H](N(CC1)C(=O)OC(C)(C)C)C)CC)=O